FC(C1=CC=2N(C=C1)N=C(C2)C2CN(C2)C(C=C)=O)(F)F 1-{3-[5-(trifluoromethyl)pyrazolo[1,5-a]pyridin-2-yl]azetidin-1-yl}prop-2-en-1-one